tert-Butyl 4-(6-bromo-1H-indol-1-yl)piperidine-1-carboxylate BrC1=CC=C2C=CN(C2=C1)C1CCN(CC1)C(=O)OC(C)(C)C